N,N-dimethyl-6-aminohexane CN(CCCCCC)C